FC1(CCC(CC1)CC1=NOC(N1C(C)C1=CC=C(C=C1)F)=O)F 3-[(4,4-difluorocyclohexyl)methyl]-4-[1-(4-fluorophenyl)ethyl]-4,5-dihydro-1,2,4-oxadiazol-5-one